ON([C@H](C(=O)N(C)CC1=CC=C(C=C1)F)C)C1=CC=CC=C1 (S)-2-(hydroxy(phenyl)amino)-N-(4-fluorobenzyl)-N-methylpropanamide